4,4'-bis[4-(1,3,6,8-tetrafluorocarbazolyl)styryl]biphenyl FC1=C(C(=CC=2C3=CC(=CC(=C3NC12)F)F)F)C1=CC=C(C=CC2=CC=C(C=C2)C2=CC=C(C=C2)C=CC2=CC=C(C=C2)C2=C(C=3NC4=C(C=C(C=C4C3C=C2F)F)F)F)C=C1